2-(1-(2-hydroxyethyl)-1H-pyrrol-3-yl)-2-oxoacetic acid ethyl ester C(C)OC(C(=O)C1=CN(C=C1)CCO)=O